(E)-methyl 2-(2-[6-chloropyrimidin-4-yloxy] phenyl)-3-methoxy-acrylate ClC1=CC(=NC=N1)OC1=C(C=CC=C1)/C(/C(=O)OC)=C\OC